CC(C(C(N)(C)C)O)(N)C tetramethyl-2-hydroxy-1,3-propanediamine